COC1=C(C=C2C(=NC=NC2=C1)C=1C(=NN(C1)C)C1=CC=CC=C1)NC(=O)[C@]12CN(C[C@@H]2C1)C (1R,5R)-N-(7-methoxy-4-(1-methyl-3-phenyl-1H-pyrazol-4-yl)quinazolin-6-yl)-3-methyl-3-azabicyclo[3.1.0]hexane-1-carboxamide